C(C)(C)(C)OC(=O)NC(CC(=O)O)(C)C1=CC=CC=C1.BrC=1C=C(C(=NC1)N[C@H](C(=O)OC)[C@@](C)(C1=CC=CC=C1)NC(=O)OC(C)(C)C)[N+](=O)[O-] methyl (2S,3R)-2-[(5-bromo-3-nitro-2-pyridyl)amino]-3-(tert-butoxycarbonylamino)-3-phenyl-butanoate 3-(tert-butoxycarbonylamino)-3-phenyl-butanoate